tris(2-(2-hydroxyethoxy)ethyl)2,2',2''-((cyclohexane-1,3,5-tricarbonyl)tris(azanediyl))tris(3-phenylpropanoate) OCCOCCOC(C(CC1=CC=CC=C1)NC(=O)C1CC(CC(C1)C(=O)NC(C(=O)OCCOCCO)CC1=CC=CC=C1)C(=O)NC(C(=O)OCCOCCO)CC1=CC=CC=C1)=O